COCCN1CC(CCC1)N1C(NC2=C1C=C(C=C2)C(F)(F)F)=O 1-(1-(2-methoxyethyl)piperidin-3-yl)-6-(trifluoromethyl)-1,3-dihydro-2H-benzo[d]imidazol-2-one